BrCCCCCCCN1C(C2=CC=CC=C2C1=O)=O 2-(7-bromoheptyl)isoindole-1,3-dione